6-Morpholino-N-phenethyl-1H-benzo[d]imidazole-1-carboxamide O1CCN(CC1)C=1C=CC2=C(N(C=N2)C(=O)NCCC2=CC=CC=C2)C1